O=C1N(C(C2=CC=CC=C12)=O)CCOCCOCCOCCOCCN(C(=O)[C@@H]1CN(CCC1)C1=CN=CC2=CC=CC=C12)C=1C=CC(N(C1)CC(=O)OCC)=O Ethyl (S)-2-(5-(N-(14-(1,3-dioxoisoindolin-2-yl)-3,6,9,12-tetraoxatetradecyl)-1-(isoquinolin-4-yl)piperidine-3-carboxamido)-2-oxopyridin-1(2H)-yl)acetate